Cl.FC(C1=CC=C(CN)C=C1)(F)F 4-(trifluoromethyl)benzylamine hydrochloride